C(CC)OCCC(=O)N(C)C 3-n-propoxy-N,N-dimethylpropionamide